benzyl-(2-hydroxypropyl)-dimethyl-ammonium valerate C(CCCC)(=O)[O-].C(C1=CC=CC=C1)[N+](C)(C)CC(C)O